C(C(=C)C)(=O)OCCCCCCCCCCOP(=O)(O)O 10-methacryloyloxy-decyl-dihydrogen-phosphate